(4-aminophenyl)-2-(4-(trifluoromethyl)phenyl)Azole-4-carboxylic acid ethyl ester C(C)OC(=O)C=1C(=C(NC1)C1=CC=C(C=C1)C(F)(F)F)C1=CC=C(C=C1)N